C(CO)(=O)OCC(COC(CO)=O)(COC(CO)=O)COC(CO)=O pentaerythritol tetrakisglycolate